2-(3-(benzyloxy)propyl)-1,4-dimethyl-7-(1H-pyrazol-3-yl)-1H-imidazo[4,5-d]thieno[3,2-b]pyridine C(C1=CC=CC=C1)OCCCC1=NC=2C(=C3C(=NC2C)C=C(S3)C3=NNC=C3)N1C